COC=1C=C(C=CC1OC)C1=CN=C2N1N=C(C=C2)C=2SC=CC2 3-(3,4-dimethoxyphenyl)-6-(2-thienyl)imidazo[1,2-b]pyridazine